1-[(1R)-2,5-diazabicyclo[2.2.1]heptan-2-yl]propan-1-one [C@H]12N(CC(NC1)C2)C(CC)=O